BrC1=CC=C(C=C1)N(C1=CC(=C(C=C1)O)Cl)C 4-((4-bromophenyl)(methyl)amino)-2-chlorophenol